ClC1=CC=C(S1)C1=NC(=C(C(=N1)NC1=CC=C(C=C1)C/C(/NO)=N\C(OC1=CC=CC=C1)=O)CC)C Phenyl (NE)-N-[2-[4-[[2-(5-chloro-2-thienyl)-5-ethyl-6-methyl-pyrimidin-4-yl]amino]phenyl]-1-(hydroxyamino)ethylidene]carbamate